O\N=C\C1=CC(=C(C(=O)OC)C=C1)C methyl (E)-4-((hydroxyimino) methyl)-2-methylbenzoate